7-(oxetan-3-yl)imidazo[1,2-a]pyridine O1CC(C1)C1=CC=2N(C=C1)C=CN2